C1(CC1)C(=O)NC1=CC(=C(N=N1)C(=O)N)NC1=C(C(=CC=C1)C=1C=NN(C1)C1C2(CC2)CCC1)OC 6-(cyclopropanecarboxamido)-4-((2-methoxy-3-(1-(spiro[2.4]heptan-4-yl)-1H-pyrazol-4-yl)phenyl)amino)pyridazine-3-carboxamide